The molecule is a carboxylic ester obtained by formal condensation of the carboxy group of diphenylacetic acid and the hydroxy group of 4-hydroxy-N-methylpiperidine. It has a role as a muscarinic antagonist. It is a carboxylic ester, a member of piperidines and a tertiary amino compound. CN1CCC(CC1)OC(=O)C(C2=CC=CC=C2)C3=CC=CC=C3